(R)-2-((3-chloro-2-methylphenyl)amino)-N-(4-(2-methylpiperazin-1-yl)phenyl)benzamide ClC=1C(=C(C=CC1)NC1=C(C(=O)NC2=CC=C(C=C2)N2[C@@H](CNCC2)C)C=CC=C1)C